methyl 2-(4-((6-cyano-2-((7-methyl-5-(methylsulfonyl)-1H-indol-4-yl)methyl)-2H-indazol-7-yl)-oxy)piperidin-1-yl)-2-methylpropanoate C(#N)C=1C=CC2=CN(N=C2C1OC1CCN(CC1)C(C(=O)OC)(C)C)CC1=C2C=CNC2=C(C=C1S(=O)(=O)C)C